ketoglutarate disodium dihydrate O.O.[Na+].[Na+].O=C(C(=O)[O-])CCC(=O)[O-]